CN(C1(CCC2(CNC(N2CC2(CCC2)C#N)=O)CC1)C1=CC=CC=C1)C 1-((cis-8-(dimethylamino)-2-oxo-8-phenyl-1,3-diazaspiro[4.5]decan-1-yl)methyl)cyclobutanecarbonitrile